C[C@@]12C[C@H](N([C@H]2C1)C(CN1C(C2=CC=C(C=C2CC1)OC1=CC=CC=C1)=O)=O)C(=O)O (1S,3S,5S)-5-methyl-2-[2-(1-oxo-6-phenoxy-3,4-dihydroisoquinolin-2-yl)acetyl]-2-azabicyclo[3.1.0]hexane-3-carboxylic acid